lysine tridecanedicarboxylate salt C(CCCCCCCCCCCC)(C(=O)O)C(=O)O.N[C@@H](CCCCN)C(=O)O